(R)-2-amino-2-(1-(5-chloro-2-(1,2,3,6-tetrahydropyridin-4-yl)phenethyl)piperidin-4-yl)-1-(4-(2-ethoxy-6-fluorobenzyl)piperazin-1-yl)ethan-1-one N[C@@H](C(=O)N1CCN(CC1)CC1=C(C=CC=C1F)OCC)C1CCN(CC1)CCC1=C(C=CC(=C1)Cl)C=1CCNCC1